O=C1N(C=CC(=N1)C=1C=NN(C1)COCC[Si](C)(C)C)CC=1OC=C(N1)C(=O)O 2-((2-oxo-4-(1-((2-(trimethylsilyl)ethoxy)methyl)-1H-pyrazol-4-yl)pyrimidin-1(2H)-yl)methyl)oxazole-4-carboxylic acid